tert-butyl (S)-3-methyl-4-((6-methyl-pyridazin-3-yl)carbonyl)piperazine-1-carboxylate C[C@H]1CN(CCN1C(=O)C=1N=NC(=CC1)C)C(=O)OC(C)(C)C